CC1=CCC(CC1)C(C)(C)O 2-(4-methyl-1-cyclohex-3-enyl)propan-2-ol